C1=C(C=CC=2C3=CC=C(C=C3NC12)C(=O)O)C(=O)O 9H-carbazole-2,7-dicarboxylic acid